(R)-1-(5-fluoropyrimidin-2-yl)pyrrolidin-3-amine FC=1C=NC(=NC1)N1C[C@@H](CC1)N